O1C(C(CC1)CO)CO TetrahydrofuranDimethanol